3-(4-chlorophenyl)-1-ethyl-5-phenyl-6-(propylthio)-3,5-dihydroimidazo[4,5-c][1,2]Thiazin-4(1H)-one 2,2-dioxide ClC1=CC=C(C=C1)C1C(C2=C(N(S1(=O)=O)CC)N=C(N2C2=CC=CC=C2)SCCC)=O